1,3,5-tri(thiophene-2-yl)benzene S1C(=CC=C1)C1=CC(=CC(=C1)C=1SC=CC1)C=1SC=CC1